6'-hydroxy-2'-((4-((4-methylpiperazin-1-yl)sulfonyl)phenyl)amino)-6',7'-dihydro-8'H-spiro[cyclohexane-1,9'-pyrazino[1',2':1,5]pyrrolo[2,3-d]pyrimidin]-8'-one OC1NC(C2(N3C1=CC1=C3N=C(N=C1)NC1=CC=C(C=C1)S(=O)(=O)N1CCN(CC1)C)CCCCC2)=O